FC1=CC2=C([C@@H](CO2)NC(=O)C2=CC=NC=3N2N=C(C3C(=O)N)COC)C=C1 N7-[(3S)-6-fluoro-2,3-dihydrobenzofuran-3-yl]-2-(methoxymethyl)pyrazolo[1,5-a]pyrimidine-3,7-dicarboxamide